Racemic-cis-5-(1-(tert-butyl)-3-nitro-1H-pyrazol-5-yl)tetrahydrofuran-3-yl isopropylcarbamate C(C)(C)NC(O[C@@H]1CO[C@@H](C1)C1=CC(=NN1C(C)(C)C)[N+](=O)[O-])=O |r|